3-(6-chloropyridin-3-yl)-N-(4-(trifluoromethyl)phenyl)pyrazin-2-amine ClC1=CC=C(C=N1)C=1C(=NC=CN1)NC1=CC=C(C=C1)C(F)(F)F